(S)-4-(3-oxomorpholin-4-yl)-3-(4-methylphenyl)-N-((R)-1-(5-(trifluoromethyl)pyrazin-2-yl)ethyl)-4,5-dihydro-1H-pyrazole-1-carboxamide O=C1N(CCOC1)[C@@H]1C(=NN(C1)C(=O)N[C@H](C)C1=NC=C(N=C1)C(F)(F)F)C1=CC=C(C=C1)C